C(C)(=O)C1=CC=C(C=C1)N1C(N2N(CC=C3C2C=2C=C(C(=C(C2OC3(C)C)F)O)F)C1=O)=O 2-(4-acetylphenyl)-9,11-difluoro-10-hydroxy-7,7-dimethyl-5,12b-dihydro-1H,7H-chromeno[4,3-c][1,2,4]triazolo[1,2-a]pyridazine-1,3(2H)-dione